C(=O)C1=CC=C(O1)C(=O)O 5-FormylFuran-2-Oic Acid